N-(6-((4-ethylpiperazin-1-yl)methyl)pyridin-3-yl)pyrimidin-2-amine C(C)N1CCN(CC1)CC1=CC=C(C=N1)NC1=NC=CC=N1